undec-3-yl oct-7-enoate C(CCCCCC=C)(=O)OC(CC)CCCCCCCC